NC1=C(C(=O)OCC)C(=CC(=N1)C)OC ethyl 2-amino-4-methoxy-6-methylnicotinate